tert-butyl (1S,5R)-3-amino-8-azabicyclo[3.2.1]octane-8-carboxylate NC1C[C@@H]2CC[C@H](C1)N2C(=O)OC(C)(C)C